iodononadecane ICCCCCCCCCCCCCCCCCCC